10-aminodecano-lactam (1R,3S)-3-[3-({[3-(methoxymethyl)-1-methyl-1H-pyrazol-5-yl]carbonyl}amino)-1H-pyrazol-5-yl]cyclopentyl-propan-2-ylcarbamate COCC1=NN(C(=C1)C(=O)NC1=NNC(=C1)[C@@H]1C[C@@H](CC1)N(C(O)=O)C(C)C)C.NC1CCCCCCCCC(=O)N1